CC(CCCC)C 5-Methylhexane